COCCOC1=CC=C(C=C1)C=1C(=CC(N(C1)C)=O)C=1C2=C(C(N(C1)C)=O)NC(=C2)C=2C=NN(C2)C(F)(F)F 4-(5-(4-(2-methoxyethoxy)phenyl)-1-methyl-2-oxo-1,2-dihydropyridin-4-yl)-6-methyl-2-(1-(trifluoromethyl)-1H-pyrazol-4-yl)-1,6-dihydro-7H-pyrrolo[2,3-c]pyridin-7-one